2'-chloro-5'-methoxy-[3,4'-bipyridine]-4-carboxylic acid ClC1=NC=C(C(=C1)C=1C=NC=CC1C(=O)O)OC